NC1=C(C=CC(=C1)Cl)S 2-amino-4-chlorobenzene-1-thiol